N-methoxy-4-((2-(N-methyl-methanesulfonamido)phenyl)-amino)-6-((5-(trifluorometh-yl)pyridin-2-yl)amino)nicotinamide CONC(C1=CN=C(C=C1NC1=C(C=CC=C1)N(S(=O)(=O)C)C)NC1=NC=C(C=C1)C(F)(F)F)=O